6-amino-5-(4-(3-cyanophenoxy)phenyl)pyrimidin NC1=C(C=NC=N1)C1=CC=C(C=C1)OC1=CC(=CC=C1)C#N